C(C)(C)(C)C1=CN=CC=2N=C(N=C(C21)N)C2=CC=NC=C2 tert-butyl-2-(pyridin-4-yl)pyrido[3,4-d]pyrimidin-4-amine